2-O-hydroxyisobutyl-3-O-(2-hydroxydecyl)ascorbic acid OOC=1C(=O)O[C@@](C1OCC(CCCCCCCC)O)([C@@H](O)CO)CC(C)C